3-(N-(4-bromophenyl)sulfamoyl)-N-(4-nitrophenyl)benzamide BrC1=CC=C(C=C1)NS(=O)(=O)C=1C=C(C(=O)NC2=CC=C(C=C2)[N+](=O)[O-])C=CC1